(3S,6R)-6-methyl-1-(2-(pyridin-3-yl)acetyl)piperidine-3-carboxylic acid sodium salt [Na+].C[C@@H]1CC[C@@H](CN1C(CC=1C=NC=CC1)=O)C(=O)[O-]